COC=1C=C2C=C(NC(C2=C(C1)OC)=O)C1=CC(=C(OCCNC=O)C(=C1)C)C N-{2-[4-(6,8-dimethoxy-1-oxo-1,2-dihydro-isoquinolin-3-yl)-2,6-dimethyl-phenoxy]-ethyl}-formamide